C(C)(C)(C)OC(=O)N1CC(C(CC1)C1=CC=C(C=C1)N)(F)F 4-(4-aminophenyl)-3,3-difluoro-piperidine-1-carboxylic acid tert-butyl ester